NC1=NC(=C2N(C(N(C2=N1)CC1=CC=C(C=C1)OC)=O)CCC)OCC1=CC=CC=C1 2-amino-6-(benzyloxy)-9-(4-methoxybenzyl)-7-propyl-7,9-dihydro-8H-purin-8-one